tert-Butyl ((1R,3S)-3-((3-amino-5-bromopyridin-4-yl)amino)cyclohexyl)carbamate NC=1C=NC=C(C1N[C@@H]1C[C@@H](CCC1)NC(OC(C)(C)C)=O)Br